6,18-dioxo-1,5-dioxacyclooctadecan-3-yl (9-((2R,4S,5R)-5-ethynyl-4-hydroxy-5-(hydroxymethyl)tetrahydrofuran-2-yl)-2-fluoro-9H-purin-6-yl)carbamate C(#C)[C@]1([C@H](C[C@@H](O1)N1C2=NC(=NC(=C2N=C1)NC(OC1COC(CCCCCCCCCCCC(OC1)=O)=O)=O)F)O)CO